2-[3,5-dichloro-4-[[3-(2-chloro-4-pyridyl)-4-hydroxyl-phenyl]methyl]phenoxy]acetic acid ClC=1C=C(OCC(=O)O)C=C(C1CC1=CC(=C(C=C1)O)C1=CC(=NC=C1)Cl)Cl